N-{3-[2-(2-cyano-2-methylideneethyl)-1-oxo-2,3-dihydro-1H-isoindol-4-yl]phenyl}benzamide C(#N)C(CN1C(C2=CC=CC(=C2C1)C=1C=C(C=CC1)NC(C1=CC=CC=C1)=O)=O)=C